[(2R*,6S*)-2,6-Dimethyltetrahydropyran-4-yl] 4-methylbenzenesulfonate CC1=CC=C(C=C1)S(=O)(=O)OC1C[C@H](O[C@H](C1)C)C |o1:13,15|